10-oxo-9-phenyl-9-(trifluoromethyl)-9,10-dihydro-anthracene O=C1C=2C=CC=CC2C(C2=CC=CC=C12)(C(F)(F)F)C1=CC=CC=C1